C[C@](CC1=CC=CC=C1F)(C(=O)O)N alpha-methyl-L-2-fluorophenylalanine